4-(4-t-butylbenzoyl)phenylthiobis(4-fluorophenyl)phenylsulfonium C(C)(C)(C)C1=CC=C(C(=O)C2=CC=C(C=C2)SC2=C(C=CC=C2)[S+](C2=CC=C(C=C2)F)C2=CC=C(C=C2)F)C=C1